CC=1N(C=CC1)C dimethyl-1H-pyrrole